FC(C1=CC=C(C=C1)NC=1C(=NC=CN1)N1CCN(CC1)C(=O)OC(C)(C)C)(F)F Tert-butyl 4-(3-((4-(trifluoromethyl)phenyl)amino)pyrazin-2-yl)piperazine-1-carboxylate